C(C)(C)N1N=CC=C1 1-isopropyl-1H-pyrazol